1-(2-chloro-5-((2R,4S)-2-(2,5-difluorophenyl)-4-hydroxypyrrolidin-1-yl)pyrazolo[1,5-a]pyrimidin-3-yl)-3-cyclopropylthiourea ClC1=NN2C(N=C(C=C2)N2[C@H](C[C@@H](C2)O)C2=C(C=CC(=C2)F)F)=C1NC(=S)NC1CC1